C(C1=CC=CC=C1)OC=1C=C2C(=CNC2=CC1)Br 5-(benzyloxy)-3-bromo-1H-indole